FC(C(=O)O)(F)F.O=C1C=C(OC=C1)C(=O)N 4-oxo-4H-pyran-2-carboxamide trifluoroacetate salt